5-(difluoromethyl)pyrazolo[1,5-a]pyrimidin-7-ol FC(C1=NC=2N(C(=C1)O)N=CC2)F